2'-((6-((cyclopentylmethyl)amino)pyrimidin-4-yl)amino)spiro[cyclohexane-1,4'-thieno[2,3-c]pyrrol]-6'(5'H)-one C1(CCCC1)CNC1=CC(=NC=N1)NC1=CC2=C(C(NC23CCCCC3)=O)S1